ClC=1N=C2C(=C(C(N(C2=CC1)C)=O)C#N)N1C[C@H]([C@H](CC1)NC1=C(C=C(C=C1)Cl)O)C 6-chloro-4-[(3R,4S)-4-(4-chloro-2-hydroxy-anilino)-3-methyl-1-piperidyl]-1-methyl-2-oxo-1,5-naphthyridine-3-carbonitrile